tridecafluoro-1-octyl methacrylate C(C(=C)C)(=O)OC(C(C(C(C(CCC(F)(F)F)(F)F)(F)F)(F)F)(F)F)(F)F